ethyl (E)-3-((5-bromo-2-nitropyridin-3-yl)amino)-2-((hydroxyimino)methyl)-2-methylpropanoate BrC=1C=C(C(=NC1)[N+](=O)[O-])NCC(C(=O)OCC)(C)/C=N/O